C1(CC1)N1C=C(C2=CC=CC=C12)C1=NC(=NC=C1C=1OC=CN1)NC1=CC(=C(C=C1OC)N1C[C@@H]2CN(C[C@@H]2C1)C)N N1-(4-(1-Cyclopropyl-1H-indol-3-yl)-5-(oxazol-2-yl)pyrimidin-2-yl)-6-methoxy-4-((3aR,6aS)-5-methylhexahydropyrrolo[3,4-c]pyrrol-2(1H)-yl)benzene-1,3-diamine